2,4-dicarboxyl-hexahydropyridine C(=O)(O)C1NCCC(C1)C(=O)O